OCC12CC(C1)(C2)N2C(N1[C@@H]([C@H](N(CC1)C(=O)OC(C)(C)C)C(=O)OCC)C2)=O 7-(tert-butyl) 8-ethyl (8S,8aR)-2-(3-(hydroxymethyl) bicyclo[1.1.1]Pentane-1-yl)-3-oxohexahydroimidazo[1,5-a]Pyrazine-7,8(1H)-dicarboxylate